N1(CCC1)C(=O)N1[C@H]([C@H](C(C1)(F)F)NS(N(C)C)(=O)=O)CC=1C(=C(C=CC1)C1=CC(=CC(=C1)F)F)F N'-{(2S,3R)-1-(azetidine-1-carbonyl)-4,4-difluoro-2-[(2,3',5'-trifluoro[1,1'-biphenyl]-3-yl)methyl]pyrrolidin-3-yl}-N,N-dimethylsulfuric diamide